N1=CC(=CC=C1)C1=C(NC(C)C=2N=CN(C2)C(C2=CC=CC=C2)(C2=CC=CC=C2)C2=CC=CC=C2)C=CC=C1 2-(pyridin-3-yl)-N-(1-(1-trityl-1H-imidazol-4-yl)ethyl)aniline